thieno[2,3-b]pyridin-6(7H)-one hydrochloride Cl.S1C=CC2=C1NC(C=C2)=O